C(=O)(O)CCC(CCC(=O)O)(CCC(=O)O)NC(CC1=CC=C(C=2N1N=CN2)OC(C2=CC=C(C=C2)NC(=N)N)=O)=O 4-(2-carboxyethyl)-4-(2-(8-(4-guanidinobenzoyloxy)-[1,2,4]triazolo[1,5-a]pyridin-5-yl)acetamido)heptanedioic acid